(R)-5-((5-(imidazo[1,2-a]pyrimidin-6-yl)-7H-pyrrolo[2,3-d]pyrimidin-2-yl)amino)-1-methylpiperidin-2-one N=1C=CN2C1N=CC(=C2)C2=CNC=1N=C(N=CC12)N[C@@H]1CCC(N(C1)C)=O